CC1=CC=CC(=N1)C(=O)O 6-methylpyridin-2-carboxylic acid